C(C1=CC=CC=C1)OC(NC1(CCCCC1)C(NCCN(C)C)=O)=O [1-(2-dimethylaminoethylcarbamoyl)cyclohexyl]carbamic acid benzyl ester